Racemic-ethyl 2-cyclopropyl-5-(2,4-difluorophenyl)-3,4-dihydro-2H-pyrano[2,3-b]pyridine-7-carboxylate C1(CC1)[C@H]1CCC=2C(=NC(=CC2C2=C(C=C(C=C2)F)F)C(=O)OCC)O1 |r|